1-ethoxycarbonyl-1-fluoro-1-(pentafluorosulfanyl)-methanesulfonyl fluoride C(C)OC(=O)C(S(=O)(=O)F)(S(F)(F)(F)(F)F)F